ClC1=NC(=CC=C1C(=O)OC(C)(C)C)N1N=C(C=C1)OCC(CC1(CC1)C(F)(F)F)=O tert-Butyl 2-chloro-6-[3-[2-oxo-3-[1-(trifluoromethyl)cyclopropyl] propoxy]pyrazol-1-yl]pyridine-3-carboxylate